OC1=CC2=C(N(CC(CS2(=O)=O)(CCC)CCC)C2=CC=CC=C2)C=C1SC 8-hydroxy-7-(methylsulfanyl)-5-phenyl-3,3-dipropyl-2,3,4,5-tetrahydro-1,5-benzothiazepine 1,1-dioxide